(3R)-3-amino-5-[(4-chlorophenyl)methyl]-8-fluoro-7-[5-[(3-methylazetidin-1-yl)methyl]-1,3,4-oxadiazol-2-yl]-2,3-dihydro-1,5-benzothiazepin-4-one N[C@H]1CSC2=C(N(C1=O)CC1=CC=C(C=C1)Cl)C=C(C(=C2)F)C=2OC(=NN2)CN2CC(C2)C